indolal N1C(=CC2=CC=CC=C12)C=O